titanium isopropoxide tris(dodecylbenzenesulfonate) C(CCCCCCCCCCC)C1=C(C=CC=C1)S(=O)(=O)[O-].C(CCCCCCCCCCC)C1=C(C=CC=C1)S(=O)(=O)[O-].C(CCCCCCCCCCC)C1=C(C=CC=C1)S(=O)(=O)[O-].CC([O-])C.[Ti+4]